(3R,5S)-5-[(4-aminophenoxy)methyl]-1-methylpyrrolidin-3-ol NC1=CC=C(OC[C@@H]2C[C@H](CN2C)O)C=C1